4-((1-(3-(2,6-dihydroquinazolin-5-yl)azetidin-3-yl)methyl)piperazin-1-yl)-2-((tetrahydro-2H-pyran-4-yl)amino)benzamide N=1CN=CC2=C(CC=CC12)C1(CNC1)CC1N(CCNC1)C1=CC(=C(C(=O)N)C=C1)NC1CCOCC1